C(C)N1CCN(CC1)CC1(CCN(CC1)C1=NC=C(C=C1)C1=C2C=CC=NC2=CC(=C1)C=1C=NN(C1)C)N 4-((4-Ethylpiperazin-1-yl)methyl)-1-(5-(7-(1-methyl-1H-pyrazol-4-yl)quinolin-5-yl)pyridin-2-yl)piperidin-4-amine